CN(C(C)C1=CC=C(C=C1)[S@](=O)(N)=NC(NC1=C2CCCC2=CC=2CCCC12)=O)C |o1:10| (S) or (R)-4-(1-(dimethylamino)ethyl)-N'-((1,2,3,5,6,7-hexahydro-s-indacen-4-yl)carbamoyl)benzenesulfonimidamide